C(C1=CC=CC=C1)C1=C(C2=C(N=C(N=C2N)Cl)N1)F benzyl-2-chloro-5-fluoro-7H-pyrrolo[2,3-d]pyrimidin-4-amine